(S)-4-(((S)-3-fluoro-2-methoxypropyl)(4-(5,6,7,8-tetrahydro-1,8-naphthyridin-2-yl)butyl)amino)-2-(1-(5-fluoro-2-methoxypyridin-3-yl)cyclopropane-1-carboxamido)butanoic acid FC[C@H](CN(CC[C@@H](C(=O)O)NC(=O)C1(CC1)C=1C(=NC=C(C1)F)OC)CCCCC1=NC=2NCCCC2C=C1)OC